N[C@H](C(=O)N[C@H](C(=O)N[C@H](C(=O)OC)C[C@H]1C(NC(C1)(C)C)=O)CC1CC1)CC1=CC=CC2=CC=CC=C12 (S)-methyl 2-((S)-2-((S)-2-amino-3-(naphthalen-1-yl)propanamido)-3-cyclopropylpropanamido)-3-((R)-5,5-dimethyl-2-oxopyrrolidin-3-yl)propanoate